3-Iodo-phenylalanine IC=1C=C(C[C@H](N)C(=O)O)C=CC1